methyl-(4-(((3R,4R)-1-(2-cyanoacetyl)-4-methylpiperidin-3-yl)(methyl)amino)-7H-pyrrolo[2,3-d]pyrimidine-7-thiocarbonyl)-L-lysine CN([C@@H](CCCCN)C(=O)O)C(=S)N1C=CC2=C1N=CN=C2N(C)[C@H]2CN(CC[C@H]2C)C(CC#N)=O